tert-butyl (S)-2-(bis(tert-butoxycarbonyl)amino)-3-(4-iodophenyl)propanoate C(C)(C)(C)OC(=O)N([C@H](C(=O)OC(C)(C)C)CC1=CC=C(C=C1)I)C(=O)OC(C)(C)C